C1(CCCC1)N1N=NC=2C=CC=3C=NC(=NC3C21)NC2=NC=C(C=C2)N2CCN(CC2)C 1-Cyclopentyl-N-(5-(4-methylpiperazin-1-yl)pyridin-2-yl)-1H-[1,2,3]triazolo[4,5-h]quinazolin-8-amine